(2-((6-(1,1-Dioxolanyl-4-oxo-1,2,5-thiadiazolidin-2-yl)-5-fluoro-7-hydroxynaphthalen-2-yl)oxy)ethyl)carbamic acid tert-butyl-ammonium salt C(C)(C)(C)[NH3+].O1C(CCC1)C1N(SNC1=O)C=1C(=C2C=CC(=CC2=CC1O)OCCNC([O-])=O)F